carbenium tetrafluoroborate F[B-](F)(F)F.[CH3+]